3-[9-(4-chloro-6-dibenzofuran-1-yl-[1,3,5]triazin-2-yl)-dibenzofuran-2-yl]-9-phenyl-9H-carbazole ClC1=NC(=NC(=N1)C1=CC=CC=2OC3=C(C21)C=CC=C3)C3=CC=CC2=C3C3=C(O2)C=CC(=C3)C=3C=CC=2N(C1=CC=CC=C1C2C3)C3=CC=CC=C3